3-CHLORO-4-PYRIDINEBORONIC ACID PENTAHYDRATE O.O.O.O.O.ClC=1C=NC=CC1B(O)O